BrC(CCCCCCCC)(Br)Br tribromononane